ClC1=CC=C(C=C1)C1(C)C(C=CC=C1)S(=O)(=O)O 1-(4-chlorophenyl)-2-toluenesulfonic acid